N=1SN=C2C1C=CC=C2S(=O)(=O)NC=2SC(=C(C2C(=O)OCCC)C)C Propyl 2-(benzo[c][1,2,5]thiadiazole-4-sulfonamido)-4,5-dimethylthiophene-3-carboxylate